FC1=C(C=CC(=C1)CN1CCOCC1)B(O)O (2-Fluoro-4-(morpholinomethyl)phenyl)boronic acid